S1C=NC2=C1C=CC(=C2)NC(=O)[C@H]2[C@@H](CN(CC2)S(=O)(=O)C=2C=NN(C2Cl)C)F trans-N-(benzo[d]thiazol-5-yl)-1-((5-chloro-1-methyl-1H-pyrazol-4-yl)sulfonyl)-3-fluoropiperidine-4-carboxamide